C(C1=CC=CC=C1)OC(=O)N[C@H](C(=O)NC1=CC(=C2C(=C1)N(CC21CCOCC1)C(=O)OC(C)(C)C)F)[C@@H]1CC[C@H](CC1)C tert-Butyl 6-{[(2S)-2-(benzyloxycarbonylamino)-2-(trans-4-methylcyclohexyl)acetyl]-amino}-4-fluorospiro[indoline-3,4'-tetrahydropyran]-1-carboxylate